N-(1-(3,4-difluorophenyl)ethyl)-1-(pyridin-2-yl)-1H-pyrazole-4-carboxamide FC=1C=C(C=CC1F)C(C)NC(=O)C=1C=NN(C1)C1=NC=CC=C1